[3-((S)-2-tert-butoxycarbonylamino-1-methyl-ethyl)-5-(2-chloro-3-methyl fluoro-phenyl)-2,4-dioxo-3,4-dihydro-2H-pyrimidin-1-yl]-acetate C(C)(C)(C)OC(=O)NC[C@H](C)N1C(N(C=C(C1=O)C1=C(C(=C(C=C1)F)C)Cl)CC(=O)[O-])=O